(R)-2-(difluoromethylene)tetrahydro-1H-pyrrolizin FC(=C1C[C@H]2CCCN2C1)F